di(o-methylbenzoyl) peroxide CC1=C(C(=O)OOC(C2=C(C=CC=C2)C)=O)C=CC=C1